ClC=1C(=NC(=NC1)N[C@H]1CNCC1)C1=CNC2=CC=CC=C12 (R)-5-chloro-4-(1H-indol-3-yl)-N-(pyrrolidin-3-yl)pyrimidine-2-Amine